CC1=CC=C(C=C1)S(=O)(=O)[O-].BrC1=CC(=C(C=C1)[I+]C1=C(C=C(C=C1OC)OC)OC)OC(F)F (4-bromo-2-(difluoromethoxy)phenyl)(2,4,6-trimethoxyphenyl)iodonium 4-methylbenzenesulfonate